N1(CCCCC1)C1CCN(CC1)C(=O)OC1=C2C(=CNC2=CC=C1)CCN(C([2H])([2H])[2H])C([2H])([2H])[2H] 3-(2-(bis(methyl-d3)amino) ethyl)-1H-indol-4-yl [1,4'-bipiperidine]-1'-carboxylate